2-Chloro-6-(2-methyl-5-nitrophenyl)-5,8-dihydropyrido[4,3-d]pyrimidin-7(6H)-one ClC=1N=CC2=C(N1)CC(N(C2)C2=C(C=CC(=C2)[N+](=O)[O-])C)=O